5-(1-(3-bromo-5-fluorophenyl)-3-methylcyclobutyl)-4-methyl-4H-1,2,4-triazole-3-thiol BrC=1C=C(C=C(C1)F)C1(CC(C1)C)C=1N(C(=NN1)S)C